NC1=NC(=CC(=N1)N1C(CCCCC1)C=1C(=C(C(=O)NC)C=CC1)F)C 3-(1-(2-amino-6-methylpyrimidin-4-yl)azepan-2-yl)-2-fluoro-N-methylbenzamide